O=C1NC=CC2=C1COC21CN(CCC1)CC1=CN=C(S1)NC(C)=O N-(5-((4-oxo-4,5-dihydro-3H-spiro[furo[3,4-c]pyridin-1,3'-piperidin]-1'-yl)methyl)thiazol-2-yl)acetamide